(S)-1-(3-(2-(dimethylamino)-2-oxoacetyl)benzoyl)-N-(4-(3-(2,6-dimethylpyridin-4-yl)phenyl)thiazol-2-yl)azetidine-2-carboxamide CN(C(C(=O)C=1C=C(C(=O)N2[C@@H](CC2)C(=O)NC=2SC=C(N2)C2=CC(=CC=C2)C2=CC(=NC(=C2)C)C)C=CC1)=O)C